1-(4-(3-(trifluoromethyl)styryl)piperidin-1-yl)prop-2-en-1-one FC(C=1C=C(C=CC2CCN(CC2)C(C=C)=O)C=CC1)(F)F